C(C)(C)(C)OC(NC=1N=NC(=CC1)N1N=C(C(=C1)B1OC(C(O1)(C)C)(C)C)C(F)(F)F)=O N-[6-[4-(4,4,5,5-tetramethyl-1,3,2-dioxaborolan-2-yl)-3-(trifluoromethyl)pyrazol-1-yl]pyridazin-3-yl]carbamic acid tert-butyl ester